9-hydroxy-6-oxaspiro[4.5]dec-8-ene-8-carboxylic acid methyl ester COC(=O)C=1COC2(CCCC2)CC1O